CN1C=NC=C1C1=NC(=NC=C1)C(=O)NC1CCC(CC1)NCC(F)(F)F 4-(1-methyl-1H-imidazol-5-yl)-N-((1r,4r)-4-((2,2,2-trifluoroethyl)amino)cyclohexyl)pyrimidine-2-carboxamide